FC1=NNC=2C=CC3=C(C12)CCCC(=C3C3=CC=C(C=C3)N3CCC(CC3)CN3CCN(CC3)C=3C=C1CN(C(C1=CC3)=O)[C@@H]3C(NC(CC3)=O)=O)C3=CC=CC=C3 (3S)-3-[5-[4-[[1-[4-(1-fluoro-7-phenyl-3,8,9,10-tetrahydrocyclohepta[e]indazol-6-yl)phenyl]-4-piperidyl]methyl]piperazin-1-yl]-1-oxo-isoindolin-2-yl]piperidine-2,6-dione